(2R,5S)-5-(4-chlorobenzyl)-4-(4-(1,5-dimethyl-1H-1,2,4-triazol-3-yl)cyclohexyl)-N-ethylmorpholine-2-carboxamide hydrochloride Cl.ClC1=CC=C(C[C@H]2CO[C@H](CN2C2CCC(CC2)C2=NN(C(=N2)C)C)C(=O)NCC)C=C1